methyl (E)-2-(2-hydroxyphenyl)-3-methoxy-prop-2-enoate OC1=C(C=CC=C1)/C(/C(=O)OC)=C\OC